FC1=C(C=C(C=C1)NC(=O)C1=C(N(C(=C1C)C(C(NC1(CCCCC1)C1=NC(=NO1)C1=CC=NC=C1)=O)=O)C)C)C N-(4-fluoro-3-methylphenyl)-1,2,4-trimethyl-5-(2-oxo-2-((1-(3-(pyridin-4-yl)-1,2,4-oxadiazol-5-yl)cyclohexyl)amino)acetyl)-1H-pyrrole-3-carboxamide